C(=O)(O)CC1=C(C(=O)O)C=C(C=C1)C(F)(F)F 2-(carboxymethyl)-5-(trifluoromethyl)benzoic acid